ClC=1C=C2C=NN(C2=CC1CCOC1OCCCC1)S(=O)(=O)C1=CC=C(C)C=C1 5-chloro-6-(2-((tetrahydro-2H-pyran-2-yl)oxy)ethyl)-1-tosyl-1H-indazole